C1(=C(C=CC=C1)N(C=1C2(C3=CC4=CC=CC=C4C3=CC1C)C=CC=C1C3=CC=CC=C3C=C12)C1=C(C(=CC=2C3=CC=CC=C3CC12)C)C)C1=CC=CC=C1 (biphenylyl)(dimethylfluorenyl)(methylspirobifluorenyl)amine